glycolyl-α-neuraminic acid C(CO)(=O)C1[C@@](C(O)=O)(O)O[C@H]([C@@H]([C@H]1O)N)[C@H](O)[C@H](O)CO